ClC1=C(C=CC(=C1)C(F)(F)F)NC(=O)C1(CCC1)N1N=CC(=C1)C1CCN(CC1)CC1(CN(C1)C(=O)OC(C)(C)C)F tert-butyl 3-((4-(1-(1-((2-chloro-4-(trifluoromethyl)phenyl)carbamoyl)cyclobutyl)-1H-pyrazol-4-yl)piperidin-1-yl)methyl)-3-fluoroazetidine-1-carboxylate